(2S,3S,4R,5R)-2-((R)-4,6-dihydrothieno[2,3-c]furan-4-yl)-5-(4-methyl-7H-pyrrolo[2,3-d]pyrimidin-7-yl)tetrahydrofuran-3,4-diol S1C=CC2=C1CO[C@H]2[C@H]2O[C@H]([C@@H]([C@@H]2O)O)N2C=CC1=C2N=CN=C1C